N-(5-{2-[(3aR,5R,6aS)-2-(2,2,2-trifluoro-ethyl)octahydro-cyclopenta[c]-pyrrol-5-yl]-ethoxy}-1H-indol-3-yl)-1-methyl-1H-1,2,3-triazole-4-carboxamide FC(CN1C[C@@H]2[C@H](C1)CC(C2)CCOC=2C=C1C(=CNC1=CC2)NC(=O)C=2N=NN(C2)C)(F)F